2-(3,4-dimethoxyphenyl)benzo[de]chromene COC=1C=C(C=CC1OC)C=1OC2=CC=CC=3C2=C(C1)C=CC3